4-(N-methoxycarbonylanilino)butyric acid COC(=O)N(C1=CC=CC=C1)CCCC(=O)O